COC1=NC=C(C=C1NS(=O)(=O)C1=C(C=CC=C1)F)B1OC(C(O1)(C)C)(C)C N-(2-methoxy-5-(4,4,5,5-tetramethyl-1,3,2-dioxaborolan-2-yl)pyridin-3-yl)-2-fluorobenzenesulfonamide